N1=CC(=CC=C1)C1=NC(=CC(=N1)N1CC2(CN(C2)C(=O)OC(C)(C)C)CCC1)NC1=NC=CC(=C1)OC(F)(F)F tert-butyl 6-(2-(pyridin-3-yl)-6-((4-(trifluoromethoxy) pyridin-2-yl) amino) pyrimidin-4-yl)-2,6-diazaspiro[3.5]nonane-2-carboxylate